CC=1C2(C(O)(C=CC1)C1=CC=CC=C1COCC1=CC=CC=C12)O 3-methyl-1,2-catecholdibenzyl ether